[Si](C)(C)(C(C)(C)C)OCCNC1=CC=C2C=C(C(N(C2=C1)C)=O)C(=O)NC1=CC=CC=C1 7-[2-[tert-Butyl(dimethyl)silyl]oxyethylamino]-1-methyl-2-oxo-N-phenyl-quinoline-3-carboxamide